N1N=C(C=C1)C(C(=O)O)C1=NNC=C1 dipyrazolyl-acetic acid